tri(diisopropylamino)silane C(C)(C)N(C(C)C)[SiH](N(C(C)C)C(C)C)N(C(C)C)C(C)C